S(=O)(=O)(O)C1=C(C=CC(=C1)S(=O)(=O)O)CCS(=O)(=O)O 2-(2,4-disulfophenyl)-1-ethanesulfonic acid